NCC12CCOC(C1)(C2)CO [5-(aminomethyl)-2-oxabicyclo[3.1.1]heptan-1-yl]methanol